C1(CCC1)NC(C[C@H](CCC1CCCCC1)NC(=O)C1=NN(C(=C1)C1=C(C=CC=C1OC)OC)C1CCCC1)=O (S)-N-(1-(cyclobutylamino)-5-cyclohexyl-1-oxopent-3-yl)-1-cyclopentyl-5-(2,6-dimethoxyphenyl)-1H-pyrazole-3-carboxamide